2-[PENTYL(PROPAN-2-YL)AMINO]ACETALDEHYDE C(CCCC)N(CC=O)C(C)C